2-(4-{[(1R,2S)-2-hydroxycyclohexyl]amino}-7,8-dihydro-5H-pyrano[3,4-d]pyridazine-1-yl)-5-(trifluoromethoxy)phenol O[C@@H]1[C@@H](CCCC1)NC=1N=NC(=C2C1COCC2)C2=C(C=C(C=C2)OC(F)(F)F)O